C(C)(C)(C)OC(=O)[C@H](C(=O)N[C@@H](CC1=CC=C(C=C1)NS(O)(=O)=O)C=1SC=C(N1)CC)CC(C)C 4-{(S)-2-[(S)-2-(tert-Butoxycarbonyl)-4-methylpentanamido]-2-(4-ethylthiazol-2-yl)ethyl}phenylsulfamic acid